n-docosyl-methyl-ethyl-sulfonium chloride [Cl-].C(CCCCCCCCCCCCCCCCCCCCC)[S+](CC)C